C1(CC1)N(CCC(C(=O)O)NC(=O)OCC1=CC(=CC=C1)C(F)(F)F)CCCCC1=NC=2NCCCC2C=C1 4-[cyclopropyl-[4-(5,6,7,8-tetrahydro-1,8-naphthyridin-2-yl)butyl]amino]-2-[[3-(trifluoromethyl)phenyl]methoxycarbonylamino]butanoic acid